[Si](C1=CC=CC=C1)(C1=CC=CC=C1)(C(C)(C)C)O[C@@H]1CC(N(C1)C1COC1)=O (4R)-4-[tert-butyl(diphenyl)silyl]oxy-1-(oxetan-3-yl)pyrrolidin-2-one